FC1=C(C=CC=C1)C#CC1=CC=NN1C 5-((2-fluorophenyl)ethynyl)-1-methyl-1H-pyrazole